NC1=NC=NN2C1=C(C(=N2)C2=CC=C(C=C2)NC(C(=C)F)=O)C2=CC(=C(C(=O)N[C@@H]1CC(CC1)(F)F)C=C2)OC (S)-4-(4-amino-6-(4-(2-fluoroacrylamido)phenyl)pyrazolo[5,1-f][1,2,4]triazin-5-yl)-N-(3,3-difluorocyclopentyl)-2-methoxybenzamide